decyl valinate N[C@@H](C(C)C)C(=O)OCCCCCCCCCC